7-(5-(7-ethyl-7H-imidazo[4,5-c]pyridazin-4-yl)-2-fluorophenyl)-6-methoxy-4-methyl-2H-Benzo[b][1,4]oxazine C(C)N1C=NC2=C1N=NC=C2C=2C=CC(=C(C2)C=2C(=CC1=C(OCCN1C)C2)OC)F